tert-butyl 2-chloro-1-fluoro-5-(hydroxymethyl)-13,14-dimethyl-5a,6,7,8,9,10-hexahydro-5H-6,9-epiminoazepino[2',1':3,4][1,4]oxazepino[5,6,7-ij][2,7]naphthyridine-15-carboxylate ClC=1N=C2C3=C(N=C(C(=C3C1F)C)C)N1C(C(O2)CO)C2CCC(C1)N2C(=O)OC(C)(C)C